5-(hydroxymethyl)piperazine-1-carboxylate OCC1NCCN(C1)C(=O)[O-]